5-bromo-3-hydroxy-2,2-dimethyl-2,3-dihydrobenzo[b]thiophene-1,1-dioxide BrC1=CC2=C(S(C(C2O)(C)C)(=O)=O)C=C1